NCCCCCCCCCCC(=O)N[C@@H](C(=O)N1[C@@H](C[C@H](C1)O)C(=O)NCC1=CC=C(C=C1)C1=C(N=CS1)C)C(C)(C)C (2S,4R)-1-[(2R)-2-(11-aminoundecanamido)-3,3-dimethylbutanoyl]-4-hydroxy-N-{[4-(4-methyl-1,3-thiazol-5-yl)phenyl]methyl}pyrrolidine-2-carboxamide